FC=1C=C(C=C(C1)F)C1=CC(=CC=C1)[C@@H]1N(OCC1)C1=CC(=NC=N1)NC=1C(=CC(=C(C1)NC(C=C)=O)N1CCN(CC1)CCC)OC (R)-N-(5-((6-(3-(3',5'-difluoro-[1,1'-biphenyl]-3-yl)isoxazolidin-2-yl)pyrimidin-4-yl)-amino)-4-methoxy-2-(4-propylpiperazin-1-yl)phenyl)-acrylamide